CCS(=O)(=O)OC1COCC1 (tetrahydrofuran-3-yl) methylmesylate